4-(2-(3,5-dimethoxyphenoxy)pyridin-3-yl)pyrimidin-2-amine COC=1C=C(OC2=NC=CC=C2C2=NC(=NC=C2)N)C=C(C1)OC